CC1=NNC=C1C(=O)N methyl-pyrazol-4-carboxamide